C1(CCCCC1)\C=N\NC(=O)C1=NC(=CN=C1)C1=CC=C(C=C1)OC(C)C (E)-N'-(cyclohexylmethylene)-6-(4-isopropoxyphenyl)pyrazine-2-carbohydrazide